N1(CCC1)C=1C=NC2=CC(=CC(=C2N1)C(C)NC1=C(C(=O)O)C=CC=C1)C 2-(1-[3-(azetidin-1-yl)-7-methylquinoxalin-5-yl]ethylamino)benzoic acid